N-[3-chloro-4-(cyclopropylmethoxy)-2-fluoro-phenyl]-6-[(1S,4S)-2,5-diazabicyclo[2.2.1]heptan-2-yl]pyrido[3,2-d]pyrimidin-4-amine ClC=1C(=C(C=CC1OCC1CC1)NC=1C2=C(N=CN1)C=CC(=N2)N2[C@@H]1CN[C@H](C2)C1)F